C(C)(=O)SCC=1C=C(C=C(C1)COC1=CC2=C(C(N3[C@H](C=N2)CC(C3)=C)=O)C=C1OC)COC1=CC3=C(C(N2[C@H](C=N3)CC(C2)=C)=O)C=C1OC 8,8'-[5-acetylthiomethyl-1,3-benzenediylbis(methyleneoxy)]-bis[(S)-2-methylene-7-methoxy-1,2,3,11a-tetrahydro-5H-pyrrolo[2,1-c][1,4]benzodiazepin-5-one]